CCCCCC=CCC(=O)[O-] oct-6-ene-8-carboxylate